N-benzyl-1,3-bis(aminomethyl)benzene C(C1=CC=CC=C1)NCC1=CC(=CC=C1)CN